3',4',5'-trifluoro-biphenyl-4-carbaldehyde FC=1C=C(C=C(C1F)F)C1=CC=C(C=C1)C=O